CNC(=O)NCCCCCCCC N-methyl-N'-octyl-urea